C(C)(C)(C)OC(=O)N1C=NC=C1 N-tert-Butoxycarbonylimidazole